N[C@H]1CS(C2=C(N(C1=O)CC1=CC=C(C=C1)Cl)C=C(C(=C2)F)C=2N=NC=C(N2)N2CCC(CC2)(F)F)(=O)=O (3R)-3-amino-5-[(4-chlorophenyl)methyl]-7-[5-(4,4-difluoro-1-piperidinyl)-1,2,4-triazin-3-yl]-8-fluoro-1,1-dioxo-2,3-dihydro-1λ6,5-benzothiazepine-4-One